O1C2=C(N(CC1)C(=O)[O-])C=NC=C2 2H-pyrido[4,3-b][1,4]oxazine-4-carboxylate